3-(N-(4-chloro-5-(methylsulfonyl)-2-(piperidin-2-yl)phenyl)sulfamoyl)-4-cyclopropylbenzoic acid hydrochloride Cl.ClC1=CC(=C(C=C1S(=O)(=O)C)NS(=O)(=O)C=1C=C(C(=O)O)C=CC1C1CC1)C1NCCCC1